2-amino-10-(ethyl-2,2,2-d3)dibenzo[b,f][1,4]oxazepin-11(10H)-one NC=1C=CC2=C(C(N(C3=C(O2)C=CC=C3)CC([2H])([2H])[2H])=O)C1